3-ethynyl-pyrrolidine tert-butyl-(1-((3-(4,4,5,5-tetramethyl-1,3,2-dioxaborolan-2-yl)phenyl)-sulfonyl)piperidin-4-yl)carbamate C(C)(C)(C)N(C(O)=O)C1CCN(CC1)S(=O)(=O)C1=CC(=CC=C1)B1OC(C(O1)(C)C)(C)C.C(#C)C1CNCC1